propane-1,3-diol rhodium triacetate rhodium [Rh+3].C(C)(=O)[O-].C(C)(=O)[O-].C(C)(=O)[O-].[Rh+3].C(CCO)O